{5-[4-({7-[1-(1-ethoxyethyl)pyrazol-4-yl]-8-isopropoxy-[1,2,4]triazolo[1,5-c]pyrimidin-2-yl}amino)-3-fluorobenzenesulfonyl]furan-2-yl}methanol C(C)OC(C)N1N=CC(=C1)C1=C(C=2N(C=N1)N=C(N2)NC2=C(C=C(C=C2)S(=O)(=O)C2=CC=C(O2)CO)F)OC(C)C